2-nitro-4-(perfluoropropan-2-yl)phenol [N+](=O)([O-])C1=C(C=CC(=C1)C(C(F)(F)F)(C(F)(F)F)F)O